CN1[C@@H](CCC1)COC=1N=C(C2=C(N1)CN(CC2)C2=CC=CC=1CCCCC21)N2C[C@@H](NCC2)CC#N 2-((S)-4-(2-(((S)-1-methylpyrrolidin-2-yl)methoxy)-7-(5,6,7,8-tetrahydronaphthalen-1-yl)-5,6,7,8-tetrahydropyrido[3,4-d]pyrimidin-4-yl)piperazin-2-yl)acetonitrile